COC1=C(C=C(NC)C=C1)OCOC (l)-4-methoxy-3-(methoxymethoxy)-N-methylaniline